IC1=C(C(=CC(=C1)C(C(F)(F)F)(C(F)(F)F)F)C(F)(F)F)NC(C1=C(C(=CC=C1)NO)F)=S N-(2-iodo-4-(perfluoropropan-2-yl)-6-(trifluoromethyl)phenyl)-2-fluoro-3-(hydroxyamino)thiobenzamide